FC=1C=C2C=CC=3N=C(SC3C2=CC1)NC(=O)[C@@H]1CN(CCC1)C(=O)OC(C)(C)C tert-butyl (S)-3-((7-fluoronaphtho[2,1-d]thiazol-2-yl)carbamoyl)piperidine-1-carboxylate